4-(1-Ethoxy-vinyl)-3,3,5,5-tetramethylcyclohexanon C(C)OC(=C)C1C(CC(CC1(C)C)=O)(C)C